tert-Butyl N-[1-[[4-bromo-2-(hydroxymethyl)-2,3-dihydro-1H-inden-5-yl]oxymethyl]cyclopropyl]carbamate BrC1=C2CC(CC2=CC=C1OCC1(CC1)NC(OC(C)(C)C)=O)CO